FC(C=1N=C(SC1)N1CCN(CC1)S(=O)(=O)C1=CC=C(N=N1)NC(=O)C1=CC=C2C(=N1)CN(C2)C(=O)OC(C)(C)C)(F)F tert-butyl 2-((6-((4-(4-(trifluoromethyl)thiazol-2-yl)piperazin-1-yl)sulfonyl)pyridazin-3-yl)carbamoyl)-5,7-dihydro-6H-pyrrolo[3,4-b]pyridine-6-carboxylate